FC1C[C@H](NC1=O)COC1=NC=CC2=CC(=C(C=C12)OC(C)C)C(=O)N 1-{[(2S)-4-fluoro-5-oxopyrrolidin-2-yl]methoxy}-7-(prop-2-yloxy)isoquinoline-6-carboxamide